2-(dimethylamino)-1-(5-morpholinophenyl)-2-benzyl-1-butanone CN(C(C(=O)C1=CC=CC(=C1)N1CCOCC1)(CC)CC1=CC=CC=C1)C